7-chloro-3-(5-(3-(trifluoromethoxy)phenyl)pyridin-2-yl)-3,4-dihydroacridine-1,9(2H,10H)-dione ClC1=CC=C2NC=3CC(CC(C3C(C2=C1)=O)=O)C1=NC=C(C=C1)C1=CC(=CC=C1)OC(F)(F)F